[Br-].C[N+](CCOC1=CC=CC=C1)(CCCCCCCCCCCC)C dimethyldodecyl-(2-phenoxyethyl)ammonium bromide